1-(4-((6-amino-5-cyanopyrimidin-4-yl)oxy)-2-methylphenyl)-3-(3-(tert-butyl)-1-(3-cyano-4-(dimethylamino)phenyl)-1H-pyrazol-5-yl)urea NC1=C(C(=NC=N1)OC1=CC(=C(C=C1)NC(=O)NC1=CC(=NN1C1=CC(=C(C=C1)N(C)C)C#N)C(C)(C)C)C)C#N